4-(3-trifluoromethyl-phenoxy)-2-(4-trifluoromethylphenyl)pyrimidine FC(C=1C=C(OC2=NC(=NC=C2)C2=CC=C(C=C2)C(F)(F)F)C=CC1)(F)F